tert-butyl (3S)-3-[(8-carbamoyl-6-{4-[(3-cyanomorpholin-4-yl)methyl]phenyl}pyrido[3,2-d]pyrimidin-4-yl)amino]piperidine-1-carboxylate C(N)(=O)C1=CC(=NC2=C1N=CN=C2N[C@@H]2CN(CCC2)C(=O)OC(C)(C)C)C2=CC=C(C=C2)CN2C(COCC2)C#N